FC(COC1=C(N)C(=CC=C1C1=CC2CCC(C1)N2C)[N+](=O)[O-])F 2-(2,2-Difluoroethoxy)-3-(8-methyl-8-azabicyclo[3.2.1]oct-2-en-3-yl)-6-nitroaniline